The molecule is an S-alkyl thiosulfate having 2-(dimethylamino)ethyl as the alkyl group. It is a S-alkyl thiosulfate and a tertiary amino compound. CN(C)CCSS(=O)(=O)O